N-((2S)-4-(ethylamino)-3-hydroxy-4-oxo-1-((S)-2-oxopyrrolidin-3-yl)butan-2-yl)hexanamide C(C)NC(C([C@H](C[C@H]1C(NCC1)=O)NC(CCCCC)=O)O)=O